(1S,3R)-N-(5-chloro-4-(3,3-dimethyl-3,4-dihydro-2H-benzo[b][1,4]oxazin-8-yl)pyridin-2-yl)-3-(2-cyanoacetamido)cyclohexane-1-carboxamide ClC=1C(=CC(=NC1)NC(=O)[C@@H]1C[C@@H](CCC1)NC(CC#N)=O)C1=CC=CC2=C1OCC(N2)(C)C